2-carboxy-1,4-phenylenediamine C(=O)(O)C1=C(C=CC(=C1)N)N